OC=1C=C(C=CC1)C=1C=C(SC1)CN1CCN(CC1)C1=CC=C(C(=O)OCC=C)C=C1 Prop-2-enyl 4-[4-[[4-(3-hydroxyphenyl)thiophen-2-yl]methyl]piperazin-1-yl]benzoate